C1(=CC=CC=C1)CCCCCCCCC#C 10-phenyldec-1-yn